3-(2-oxa-5-azabicyclo[2.2.1]heptan-5-ylmethyl)-5-chloro-4-methylaniline C12OCC(N(C1)CC=1C=C(N)C=C(C1C)Cl)C2